FC=1C=C(COC2=C(C=C(CN3CC4=CC=CC=C4C3)C=C2)S(=O)(=O)C)C=CC1S(=O)(=O)C 2-(4-((3-Fluoro-4-(methylsulfonyl)benzyl)oxy)-3-(methylsulfonyl)benzyl)-isoindoline